CC(C(=O)OCC)(C)OC=1C=CC=2N(C1)N=CC2 ethyl 2-methyl-2-pyrazolo[1,5-a]pyridin-6-yloxy-propanoate